COCCC[Si](OC)(OC)OC Methoxypropyl-trimethoxysilan